BrC=1C(=NNC1)C=1C=2N(C(=NC1)N(C(OC(C)(C)C)=O)CC1=C(C=CC3=C1CCO3)F)C=C(N2)C#N tert-butyl (8-(4-bromo-1H-pyrazol-3-yl)-2-cyanoimidazo[1,2-c]pyrimidin-5-yl)((5-fluoro-2,3-dihydrobenzofuran-4-yl)methyl)carbamate